1-bromo-2-(2-bromoethyl)benzene methyl-2-((4-chloro-2-formylphenyl)amino)-4,5-difluorobenzoate COC(C1=C(C=C(C(=C1)F)F)NC1=C(C=C(C=C1)Cl)C=O)=O.BrC1=C(C=CC=C1)CCBr